NC1=NC=2C=NC(=CC2C2=C1C=NN2C)C(=O)N([C@@H]2[C@@H]1[C@H](C=3C=C(C=CC23)C(F)(F)F)C1)C 4-amino-N,1-dimethyl-N-((1aR,6R,6aS)-3-(trifluoromethyl)-1,1a,6,6a-tetrahydrocyclopropa[a]inden-6-yl)-1H-pyrazolo[4,3-c][1,7]naphthyridine-8-carboxamide